N1CCC(CC1)CCO 2-(piperidin-4-yl)ethan-1-ol